ClC1=CC=C(C=C1)C=1C=2C(=C(SC2N2C(=NN=C2[C@@H](N1)CC(=O)OC)C)C(=O)O)C (9S)-7-(4-chlorophenyl)-9-(2-methoxy-2-oxoethyl)-5,13-dimethyl-3-thia-1,8,11,12-tetrazatricyclo[8.3.0.02,6]trideca-2(6),4,7,10,12-pentaene-4-carboxylic acid